ClC1=CN=CC(=N1)C1=CC=C(C(=O)NC(CC)C=2N=C(SC2)NS(=O)(=O)C2CC2)C=C1 4-(6-chloropyrazin-2-yl)-N-(1-(2-(cyclopropanesulfonylamino)thiazol-4-yl)propyl)benzamide